NC1=C(C=CC=C1)C1=C(C=CC=C1)[Pd+] (2'-amino-1,1'-biphenyl-2-yl)palladium (ii)